[2H]C=1SC2=C(N1)C=C(C=C2)[C@@H]2N(C[C@H](CC2)C)C(=O)OC(C)(C)C tert-butyl (2R,5S)-2-(2-deuterio-1,3-benzothiazol-5-yl)-5-methylpiperidine-1-carboxylate